tert-Butyl ((1S,3R)-3-((3-(isoxazol-5-yl)-2-methoxy-6-methylpyridin-4-yl)oxy)cyclopentyl)carbamate O1N=CC=C1C=1C(=NC(=CC1O[C@H]1C[C@H](CC1)NC(OC(C)(C)C)=O)C)OC